(6aR,8R)-8-(Benzyloxy)-6a-ethyl-2-(3-fluoro-2-methoxyphenyl)-6a,7,8,9-tetrahydropyrrolo[1',2':4,5]pyrazino[2,3-c]pyridazin-6(5H)-one C(C1=CC=CC=C1)O[C@@H]1C[C@]2(N(C=3C(=NN=C(C3)C3=C(C(=CC=C3)F)OC)NC2=O)C1)CC